7-(2,5-dichloropyrimidin-4-yl)-1-isopropyl-2-(morpholinomethyl)quinolin-4(1H)-one ClC1=NC=C(C(=N1)C1=CC=C2C(C=C(N(C2=C1)C(C)C)CN1CCOCC1)=O)Cl